NC1=CC=CC(C1)N1N=C(C(=C1)C=1C=C2CCNC(C2=CC1)=O)C(F)(F)F 6-(1-(5-aminocyclohexa-2,4-dien-1-yl)-3-(trifluoromethyl)-1H-pyrazol-4-yl)-3,4-dihydroisoquinolin-1(2H)-one